FC(C)(F)C1=NC(=CC(=N1)NC1=CC(=NC=C1OCC[C@H](C)F)NC(C)=O)C (S)-N-(4-((2-(1,1-difluoroethyl)-6-methylpyrimidin-4-yl)amino)-5-(3-fluorobutoxy)pyridin-2-yl)acetamide